BrC=1C=CC=2N(C3=CC=CC=C3C2C1)C1=NC(=NC(=N1)C1=CC=CC=C1)C1=CC(=CC=C1)[Si](C1=CC=CC=C1)(C1=CC=CC=C1)C1=CC=CC=C1 3-bromo-9-(4-phenyl-6-(3-(triphenylsilyl)phenyl)-1,3,5-triazin-2-yl)-9H-carbazole